ClC1=CC=C2C=CN=C(C2=C1)NC1=NC=C(C(=O)NCC=2C=C3CCCOC3=CC2)C=C1 6-((7-chloroisoquinolin-1-yl)amino)-N-(chroman-6-ylmethyl)nicotinamide